O1C(=CC=C1)CC(S)S 2-(furan-2-yl)ethane-1,1-dithiol